COC1=CC=C(CN2C(C(CCC2=O)N2C(N(C3=C2C=CC=C3)CCOCCOCCNC(OC(C)(C)C)=O)=O)=O)C=C1 Tert-Butyl (2-(2-(2-(3-(1-(4-methoxybenzyl)-2,6-dioxopiperidin-3-yl)-2-oxo-2,3-dihydro-1H-benzo[d]imidazol-1-yl)ethoxy)ethoxy)ethyl)carbamate